C1(C=CC=C1)[Ti](C1=C(C(=CC=C1F)N1C=CC=C1)F)(C1=C(C(=CC=C1F)N1C=CC=C1)F)C1C=CC=C1 bis(2,4-cyclopentadien-1-yl)-bis(2,6-difluoro-3-(1H-pyrrol-1-yl)-phenyl)titanium